FC(C(=O)O)(C1=CN=CS1)F 2,2-difluoro-2-(1,3-thiazol-5-yl)acetic acid